ClC1=CC2=C(C3(OCC2=O)CC(N(CC3)C(C(F)(F)F)=O)C=3N=NN(C3)C)S1 chloro-2-(1-methyl-1H-1,2,3-triazol-4-yl)-1-(2,2,2-trifluoroacetyl)spiro[piperidine-4,7'-thieno[2,3-c]pyran]-4'(5'H)-one